ClC1=CC(=CC(=N1)C(=O)OC)CN1C[C@H](CC1)F methyl 6-chloro-4-{[(3S)-3-fluoropyrrolidin-1-yl]methyl}pyridine-2-carboxylate